CC=1OC(=CC1C(=O)Cl)C1=CC(=CC=C1)C(F)(F)F 2-methyl-5-(3-trifluoromethylphenyl)furan-3-carbonyl chloride